propyl-methacrylamide bromide salt [Br-].C(CC)C=C(C(=O)N)C